(R/S)-2-(4-((1-(hydroxymethyl)cyclobutyl)amino)-5-oxo-6,7-dihydrothieno[3,2-d]pyrimidin-2-yl)isoindoline-5-carbonitrile OCC1(CCC1)NC=1C2=C(N=C(N1)N1CC3=CC=C(C=C3C1)C#N)CC[S@]2=O |r|